C1(=CC=C(C=C1)C([C@@H]([C@@H]1C(=C(C(=O)O1)O)[O-])O)(O)C1=CC=C(C=C1)C)C di-p-tolyl-ascorbate